C(C(=C)C)(=O)NCCC[N+](CCCS(=O)(=O)O)(C)C 3-(methacrylamido)propyl-dimethyl-(3-sulfopropyl)ammonium